N-(4-(chlorodifluoromethoxy)phenyl)-1,1-dimethyl-2-(2-(4-methylpiperazin-1-yl)ethyl)-3-oxo-7-(1H-pyrazol-5-yl)isoindoline-5-carboxamide ClC(OC1=CC=C(C=C1)NC(=O)C=1C=C2C(N(C(C2=C(C1)C1=CC=NN1)(C)C)CCN1CCN(CC1)C)=O)(F)F